5-(3-(2,6-dichloropyridin-4-yl)-1-isobutyl-1H-pyrazol-4-yl)-4-methyl-4H-1,2,4-triazole-3-thiol ClC1=NC(=CC(=C1)C1=NN(C=C1C=1N(C(=NN1)S)C)CC(C)C)Cl